C(C)C=1C(=CC=C2C=C(C=C(C12)C=1C=2C(C=3C(=NC(=NC3C1F)OCC1(CC1)CO)N1CCOCC(C1)(O)C)=CN(N2)C)OCOC)F 4-[4-[8-ethyl-7-fluoro-3-(methoxymethoxy)-1-naphthyl]-5-fluoro-7-[[1-(hydroxymethyl)cyclopropyl]methoxy]-2-methyl-pyrazolo[4,3-f]quinazolin-9-yl]-6-methyl-1,4-oxazepan-6-ol